N1=CC=C(C=C1)C1=NN(C(=C1)N1C(CC(CC1)C1=NC=C(N=C1)C(F)(F)F)=O)COCC[Si](C)(C)C 1-(3-(pyridin-4-yl)-1-((2-(trimethylsilyl)ethoxy)methyl)-1H-pyrazol-5-yl)-4-(5-(trifluoromethyl)pyrazin-2-yl)piperidin-2-one